NC1=NC2=C(C=C(C1)C(=O)O)C=CC(=C2)Br 2-amino-8-bromo-3H-1-benzoazepine-4-carboxylic acid